N1(C=CC=C1)C(=O)[O-] 1H-pyrrole-1-carboxylate